(S)-2-(2-((3'-(1-amino-2-hydroxyethyl)-5-(6-azaspiro[2.5]octan-6-yl)-[1,1'-biphenyl]-3-yl)methoxy)phenyl)acetic acid N[C@H](CO)C=1C=C(C=CC1)C1=CC(=CC(=C1)N1CCC2(CC2)CC1)COC1=C(C=CC=C1)CC(=O)O